C(#N)C1=CC(=C(CCN2N=C(C=C2)C2CCN(CC2)CC2=NC3=C(N2C[C@H]2OCC2)C=C(C=C3)C(=O)O)C=C1)F (S)-2-((4-(1-(4-cyano-2-fluorophenethyl)-1H-pyrazol-3-yl)piperidin-1-yl)methyl)-1-(oxetan-2-ylmethyl)-1H-benzo[d]imidazole-6-carboxylic acid